N(=C=O)C=1C=C(C=CC1)N1C=CC=C1 1-(3-isocyanatophenyl)-1H-pyrrole